C(CC1=CC=CC=C1)N.C(N)(=O)C[C@H](CC(=O)O)CC(C)C R-(-)-3-carbamoylmethyl-5-methylhexanoic acid phenethylamine salt